benzyl (1-(4-(N-(2,4-dimethoxybenzyl)-N-(pyrimidin-4-yl)sulfamoyl)-3,5-difluorophenyl)-3-(3-(trifluoromethyl)phenethyl)piperidin-3-yl)(methyl)carbamate COC1=C(CN(S(=O)(=O)C2=C(C=C(C=C2F)N2CC(CCC2)(CCC2=CC(=CC=C2)C(F)(F)F)N(C(OCC2=CC=CC=C2)=O)C)F)C2=NC=NC=C2)C=CC(=C1)OC